Tert-butyl N-[2-[2-[2-[2-[2-[3-(dibenzylamino)-2-fluoro-1,1-dimethyl-propoxy]ethoxy]ethoxy] ethoxy]ethoxy]ethyl]carbamate C(C1=CC=CC=C1)N(CC(C(OCCOCCOCCOCCOCCNC(OC(C)(C)C)=O)(C)C)F)CC1=CC=CC=C1